CCCCCCCCCCCCCCCCC(=O)SCCNC(=O)CCNC(=O)[C@@H](C(C)(C)COP(=O)([O-])OP(=O)([O-])OC[C@@H]1[C@H]([C@H]([C@@H](O1)N2C=NC3=C(N=CN=C32)N)O)OP(=O)([O-])[O-])O The molecule is an acyl-CoA(4-) obtained by deprotonation of the phosphate and diphosphate OH groups of heptadecanoyl-CoA. It is a saturated fatty acyl-CoA(4-) and a long-chain fatty acyl-CoA(4-). It is a conjugate base of a heptadecanoyl-CoA.